NC1=NN2C(C=C(C=C2)C=2C=C(C(=NC2)C)C(=O)NCC[C@H](O)C2=CC=C(C=C2)Cl)=N1 5-{2-amino-[1,2,4]triazolo-[1,5-a]pyridin-7-yl}-N-[(3S)-3-(4-chlorophenyl)-3-hydroxypropyl]-2-methyl-pyridine-3-carboxamide